N1CC(CC1)C1=NN=CO1 5-(pyrrolidin-3-yl)-1,3,4-oxadiazole